1,1-dioxidotetrahydro-2H-thiopyran-4-yl-4-methylbenzenesulfonate O=S1(CCC(CC1)OS(=O)(=O)C1=CC=C(C=C1)C)=O